10-{4-[(azetidin-3-yl)amino]-2,6-difluorophenyl}-4-chloro-8-ethyl-9-oxo-6,8,10-triazatricyclo[9.4.0.02,7]pentadeca-1(11),2(7),3,5,12,14-hexaene-13-carbonitrile N1CC(C1)NC1=CC(=C(C(=C1)F)N1C(N(C=2N=CC(=CC2C=2C=CC(=CC12)C#N)Cl)CC)=O)F